OC=1C=C2CCC([C@H](C2=CC1)C1=CC=C(C=C1)N1CCC(CC1)C=O)(C)C (S)-1-(4-(6-Hydroxy-2,2-dimethyl-1,2,3,4-tetrahydronaphthalen-1-yl)phenyl)piperidine-4-carbaldehyde